(R)-1-((3R,5S)-5,7'-dimethyl-6'-(pyrimidin-2-yl)-3',4'-dihydro-1'H-spiro[pyrrolidine-3,2'-[1,8]naphthyridine]-1-yl)-2-(5-fluoro-2-methoxypyridin-4-yl)propan-1-one C[C@H]1C[C@@]2(NC3=NC(=C(C=C3CC2)C2=NC=CC=N2)C)CN1C([C@H](C)C1=CC(=NC=C1F)OC)=O